5,10,15,20-tetrakis(4-carboxyphenyl)porphyrin copper [Cu].C(=O)(O)C1=CC=C(C=C1)C=1C2=CC=C(N2)C(=C2C=CC(C(=C3C=CC(=C(C=4C=CC1N4)C4=CC=C(C=C4)C(=O)O)N3)C3=CC=C(C=C3)C(=O)O)=N2)C2=CC=C(C=C2)C(=O)O